C(C)(=O)OC(CCCC)(C)C DIMETHYLPENTYL ACETATE